2-[(2E)-3,7-dimethylocta-2,6-dien-1-yl]-5-(pent-4-en-1-yl)benzene-1,3-diol C\C(=C/CC1=C(C=C(C=C1O)CCCC=C)O)\CCC=C(C)C